C(CCCCCC=C)[Si](Cl)(Cl)Cl 7-octenyltrichlorosilane